6-(2-amino-7H-pyrrolo[2,3-d]pyrimidin-5-yl)-4,4-dimethyl-3,4-dihydroisoquinolin-1(2H)-one NC=1N=CC2=C(N1)NC=C2C=2C=C1C(CNC(C1=CC2)=O)(C)C